1-((2R,4S,5R)-4-((tert-butyldimethylsilyl)oxy)-5-(((2-sulfido-1,3,2-dithiaphospholan-2-yl)oxy)methyl)tetrahydrofuran-2-yl)-5-methylpyrimidine-2,4(1H,3H)-dione [Si](C)(C)(C(C)(C)C)O[C@H]1C[C@@H](O[C@@H]1COP1(SCCS1)=S)N1C(NC(C(=C1)C)=O)=O